P(=O)(O)(O)O.N1C(N)=NC=2N=CNC2C1=O guanine-phosphate